(R)-1-(3-amino-5-(1-aminoethyl)phenyl)-1,1-difluoro-2-methylpropan-2-ol NC=1C=C(C=C(C1)[C@@H](C)N)C(C(C)(O)C)(F)F